{R}-N'-((8-fluoro-1,2,3,5,6,7-hexahydro-s-indacen-4-yl)carbamoyl)-6,6-dimethyl-6,7-dihydro-5H-pyrazolo[5,1-b][1,3]oxazine-3-sulfonimidamide FC=1C=2CCCC2C(=C2CCCC12)NC(=O)N=[S@](=O)(N)C=1C=NN2C1OCC(C2)(C)C